trityl (R)-glycidyl ether C([C@H]1CO1)OC(C1=CC=CC=C1)(C1=CC=CC=C1)C1=CC=CC=C1